6-hydroxy-2-[2-(2-hydroxy-4-methoxyphenyl)ethyl]chromone OC=1C=C2C(C=C(OC2=CC1)CCC1=C(C=C(C=C1)OC)O)=O